Cl.FC(N1N=CC(=C1)C=1C=CC2=C(C1)CO[C@@H]1[C@H]2NCCC1)(F)F |r| rac-(4aS,10bS)-8-(1-(trifluoromethyl)-1H-pyrazol-4-yl)-2,3,4,4a,6,10b-hexahydro-1H-isochromeno[4,3-b]pyridine hydrochloride